2-cyanoethyl (1-(2-vinylpyrimidin-4-yl)azetidin-3-yl) diisopropylphosphoramidite C(C)(C)N(P(OCCC#N)OC1CN(C1)C1=NC(=NC=C1)C=C)C(C)C